tert-Butyl 3-methyl-5H-spiro[furo[3,4-b]pyridine-7,4'-piperidine]-1'-carboxylate CC=1C=C2C(=NC1)C1(CCN(CC1)C(=O)OC(C)(C)C)OC2